2-(4-((2-((N-cyclopropyl-4-(furan-2-yl)benzamido)methyl)benzyl)oxy)phenyl)acetic acid C1(CC1)N(C(C1=CC=C(C=C1)C=1OC=CC1)=O)CC1=C(COC2=CC=C(C=C2)CC(=O)O)C=CC=C1